2-methyl-4H-thiazolo[5,4-d]pyrimidine-5,7-dione CC=1SC=2NC(NC(C2N1)=O)=O